OC1=C(C=CC(=C1)N(C)C)NC(=S)N N-(2-hydroxy-4-dimethylaminophenyl)thiourea